ethyl N-[(6-chloro-5-cyclobutylpyrimidin-4-yl)carbamothioyl]carbamate ClC1=C(C(=NC=N1)NC(=S)NC(OCC)=O)C1CCC1